(N-[4-Amino-5-(3-tert-butyl-1,2,4-oxadiazol-5-carbonyl)thiazol-2-yl]-4-fluoroanilino)propanamid NC=1N=C(SC1C(=O)C1=NC(=NO1)C(C)(C)C)N(C1=CC=C(C=C1)F)C(C(=O)N)C